1-(1-(4,4-difluorocyclohexyl)-1H-pyrazol-3-yl)-3-(5-fluoro-1H-indol-3-yl)urea FC1(CCC(CC1)N1N=C(C=C1)NC(=O)NC1=CNC2=CC=C(C=C12)F)F